FC1=C(C=C(C(=C1)C(F)(F)F)F)NS(=O)(=O)C1=CNC(=C1)C1=CC=CC=2CCOC21 N-[2,5-difluoro-4-(trifluoromethyl)phenyl]-5-(2,3-dihydro-1-benzofuran-7-yl)-1H-pyrrole-3-sulfonamide